trans-[(3S)-3-(5-fluoro-6-methylpyridin-3-yl)-1,2-oxazolidin-2-yl]-[4-[(2-methylpyrazol-3-yl)methyl]cyclohexyl]methanone FC=1C=C(C=NC1C)[C@H]1N(OCC1)C(=O)[C@@H]1CC[C@H](CC1)CC=1N(N=CC1)C